(5S)-5-(aminomethyl)pyrrolidin-2-one HCl Cl.NC[C@@H]1CCC(N1)=O